CC(C(=O)OC)CC(=O)OC Dimethyl 2-methylsuccinate